BrC1=CC(=C2CCCN(C2=C1)C)Cl 7-bromo-5-chloro-1-methyl-3,4-dihydroquinolin